5-((6-bromo-3-cyclopropyl-3H-imidazo[4,5-c]pyridin-4-yl)oxy)-N,2-dimethylbenzamide BrC1=CC2=C(C(=N1)OC=1C=CC(=C(C(=O)NC)C1)C)N(C=N2)C2CC2